C(=O)C1=C(C=C(OCCCCC(=O)O)C=C1OC)OC 5-(4-formyl-3,5-dimethoxyphenoxy)pentanoic acid